C(CCCCCCCCCCCCCCC)[N+](O)(CCCCCCCCCCCCCCCC)[O-] N,N-di(hexadecyl)hydroxylamine oxide